O1C(CCCC1)O[C@@H](C)C=1N(C=CN1)CC1=NOC(=C1)C1=CC=C(C=C1)C#CCCC(=O)N 5-(4-(3-((2-((1S)-1-((tetrahydro-2H-pyran-2-yl)oxy)ethyl)-1H-imidazol-1-yl)methyl)isoxazol-5-yl)phenyl)pent-4-ynoic acid amide